6-(4-aminophenyl)pyridin-3-amine NC1=CC=C(C=C1)C1=CC=C(C=N1)N